CN(C1CCN(CC1)CC(=O)N1[C@@H](CCC1)C#N)C1=C2C=CC=NC2=CC=C1 (2S)-1-[2-[4-[methyl(5-quinolyl)amino]-1-piperidyl]acetyl]pyrrolidine-2-carbonitrile